COC1=C(C=CC=C1)C=1C(NC(N1)=O)=O 5-(2-methoxyphenyl)imidazole-2,4-dione